5-ethoxy-1-propylhydantoin C(C)OC1C(NC(N1CCC)=O)=O